2-(2-((4-fluorobenzyl)thio)-4H-imidazo[4,5-b]pyridin-4-yl)-N-(2-methyl-5-(piperidin-4-ylamino)phenyl)pentanamide FC1=CC=C(CSC2=NC=3C(N(C=CC3)C(C(=O)NC3=C(C=CC(=C3)NC3CCNCC3)C)CCC)=N2)C=C1